3-(2-nitrophenyl)-β-alanine [N+](=O)([O-])C1=C(C=CC=C1)C(N)CC(=O)O